C1(CCCCC1)N[C@H](CC1CCCCC1)C(=O)N1[C@@H](CN(CC1)C(=O)OC1=CC=C(C2=CC=CC=C12)CN)C(NCC=1SC=CC1)=O 4-(aminomethyl)naphthalen-1-yl (3S)-4-(N,3-dicyclohexyl-D-alanyl)-3-[(thiophen-2-ylmethyl)carbamoyl]piperazine-1-carboxylate